ClC1=C(C(=O)C2=CNC=3N=CN=C(C32)N[C@@H]3CCCOC3)C=CC(=C1)OC1=CC=CC=C1 (2S,5R)-5-((5-(2-chloro-4-phenoxybenzoyl)-7H-pyrrolo[2,3-d]pyrimidin-4-yl)amino)tetrahydro-2H-pyran